OC=1C=C(C=CC1[N+](=O)[O-])N1C[C@@H](N(CC1)C(=O)OC(C)(C)C)C tert-Butyl (2S)-4-(3-hydroxy-4-nitrophenyl)-2-methylpiperazine-1-carboxylate